C(C)(C)C1=NN(C(C=2N1N=C(C2)C=C)=O)CC(=O)O 2-(7-isopropyl-4-oxo-2-vinyl-pyrazolo[1,5-d][1,2,4]triazin-5-yl)acetic acid